5-[3-[5-(2-chlorophenyl)-1H-imidazol-2-yl]chroman-6-yl]oxy-3,4-dihydro-1H-1,8-naphthyridin-2-one ClC1=C(C=CC=C1)C1=CN=C(N1)C1COC2=CC=C(C=C2C1)OC1=C2CCC(NC2=NC=C1)=O